BrCCC1CO1 1-bromo-3,4-epoxybutane